BrCC1=C(C=C(C=C1)N1C(NC(CC1)=O)=O)F 1-(4-(bromomethyl)-3-fluorophenyl)dihydropyrimidine-2,4(1H,3H)-dione